FC(COC1=NC=CC(=N1)C1=CC=2C=NC(=CC2N1)NC(=O)C=1C(=NN(C1)CC)C)F N-(2-(2-(2,2-difluoroethoxy)pyrimidin-4-yl)-1H-pyrrolo[3,2-c]pyridin-6-yl)-1-ethyl-3-methyl-1H-pyrazole-4-carboxamide